(E)-4-(8-Amino-3-(1-(4-(dimethylamino)but-2-enoyl)piperidin-2-yl)imidazo[1,5-a]pyrazin-1-yl)-2-methoxy-N-(4-propylpyridin-2-yl)benzamide NC=1C=2N(C=CN1)C(=NC2C2=CC(=C(C(=O)NC1=NC=CC(=C1)CCC)C=C2)OC)C2N(CCCC2)C(\C=C\CN(C)C)=O